ClC1=CC=C2C(=N1)N(C=C2C=2C=C1C(=NC2OC)SC=N1)COCC[Si](C)(C)C 6-chloro-3-[5-methoxy-[1,3]thiazolo[5,4-b]pyridin-6-yl]-1-[[2-(trimethylsilyl)ethoxy]methyl]pyrrolo[2,3-b]pyridine